C(C)OC(CCC(=O)C1=CC2=C(S1)C=C(C(=C2F)OCCCOC=2C(=C1CN(CC1=CC2OC)C(CCC(=O)OCC)=O)Cl)OC)=O 4-(5-(3-((4-chloro-2-(4-ethoxy-4-oxobutanoyl)-6-methoxyisoindolin-5-yl)oxy)propoxy)-4-fluoro-6-methoxybenzo[b]thiophen-2-yl)-4-oxobutanoic acid ethyl ester